N,N-bis(2-hydroxypropyl)-N-(hydroxyethyl)amine OC(CN(CCO)CC(C)O)C